4-(5-Methyl-1-phenyl-3,4-dihydro-1H-isoquinolin-2-yl)-4-oxo-N-(3-phenylpropyl)butyric acid amide CC1=C2CCN(C(C2=CC=C1)C1=CC=CC=C1)C(CCC(=O)NCCCC1=CC=CC=C1)=O